1,1,1,3,3,3-hexafluoro-propan-2-yl (R or S)-1-(2-(trifluoromethyl)-5,6,7,8-tetrahydro-pyrido[3,4-d]pyrimidine-7-carbonyl)-6-aza-spiro[2.5]octane-6-carboxylate FC(C=1N=CC2=C(N1)CN(CC2)C(=O)[C@@H]2CC21CCN(CC1)C(=O)OC(C(F)(F)F)C(F)(F)F)(F)F |o1:14|